2,4,6-trimethyldiphenyl sulfide CC1=CC(=C(C(=C1)C)SC2=CC=CC=C2)C